N-[5-(1H-benzimidazol-2-yl)-1-(2-methoxyethyl)pyrazol-3-yl]-6-(4-methyl-piperazin-1-yl)pyridine-3-carboxamide N1C(=NC2=C1C=CC=C2)C2=CC(=NN2CCOC)NC(=O)C=2C=NC(=CC2)N2CCN(CC2)C